NC=1C2=C(N=CN1)C(=NC(=C2)C)C=2C(=C(C=CC2C)O)C 3-(4-amino-6-methylpyrido[3,4-d]pyrimidin-8-yl)-2,4-dimethylphenol